C(C1=CC=CC=C1)OC(CCOCCC(=O)O)=O 3-(3-(benzyloxy)-3-oxopropoxy)propionic acid